ethyl 4-{[(2-methylpropan-2-yl) oxy] carbonyl}-1,2,3,4-tetrahydroquinoxaline-6-carboxylate CC(C)(C)OC(=O)N1CCNC2=CC=C(C=C12)C(=O)OCC